P(OC1=C(C=C(C=C1)C(C)(C)C)C(C)(C)C)(OC1=C(C=C(C=C1)C(C)(C)C)C(C)(C)C)OC1=C(C=C(C=C1)C(C)(C)C)C(C)(C)C tris(2,4-di-t-butyl-phenyl) phosphite